FC(N1N=CC(=C1)C=1N=CC=2N(C1)C(=CN2)C2=CC=CC(=N2)N[C@H]2CNC[C@@H]2F)F 6-(6-(1-(difluoromethyl)-1H-pyrazol-4-yl)imidazo[1,2-a]pyrazin-3-yl)-N-((3S,4S)-4-fluoropyrrolidin-3-yl)pyridin-2-amine